C(N)(O)=O.C(CCCC)(N)N pentanediamine carbamate